ClC1=C(C(=O)OC)C=CC(=C1)C1=CN=C(O1)[Si](C(C)C)(C(C)C)C(C)C methyl 2-chloro-4-(2-(triisopropylsilyl)oxazol-5-yl)benzoate